ClC=1C=C(C=C(C1)C=1C=NC2=CC=CN=C2C1)C1N(CC(NC1)C)CC 1-(2-(3-chloro-5-(1,5-naphthyridin-3-yl)phenyl)-5-methylpiperazin-1-yl)ethan